OC1=C(C=CC2=CC=CC=C12)C(=O)N 1-hydroxy-2-naphthamide